(4-(4-(benzyloxy)-3-isopropylbenzyl)-3,5-dimethylphenoxy)-N-(2-(methylsulfonylamino)ethyl)acetamide C(C1=CC=CC=C1)OC1=C(C=C(CC2=C(C=C(OCC(=O)NCCNS(=O)(=O)C)C=C2C)C)C=C1)C(C)C